C1(CCCCC1)C(N)C1CCN(CC1)C 1-cyclohexyl-1-(1-methylpiperidin-4-yl)methanamine